[Si](C)(C)(C(C)(C)C)OCCOC1=CC=2N(C=C1)C(=CN2)C(=O)OCC ethyl 7-(2-((tert-butyldimethylsilyl)oxy)ethoxy)imidazo[1,2-a]pyridine-3-carboxylate